C(C)(C)(C)OC(=O)N[C@H](C(=O)O)CC1=CC=C(C=C1)OC(C)(C)C (S)-2-(tert-butoxycarbonylamino)-3-(4-tert-butoxyphenyl)propionic acid